(R)-β-aminoisobutyric acid NC[C@H](C(=O)O)C